C(CCCCC)(=O)OC(CCC(CCCC)CC)CCCCCC 1-hexyl-4-ethyloctyl Hexanoate